2-(4-((1R,3R)-3-aminocyclobutane-1-carbonyl)piperazin-1-yl)-N-methyl-5-(trifluoromethyl)nicotinamide cyclohexylisopropyl-fumarate C1(CCCCC1)\C(=C(/C(=O)O)\C(C)C)\C(=O)O.NC1CC(C1)C(=O)N1CCN(CC1)C1=C(C(=O)NC)C=C(C=N1)C(F)(F)F